FC(C1=C(C=CC=C1)C1CCN(CC1)C(=O)C1=NNC2=C1CNC(C2)=O)(F)F 3-(4-(2-(trifluoromethyl)phenyl)piperidin-1-carbonyl)-1,4,5,7-tetrahydro-6H-pyrazolo[4,3-c]pyridin-6-one